FC=1C=C(C=CC1)SC(=CC1=CC=CC=C1)F (1-fluoro-2-phenylvinyl) (3-fluorophenyl) sulfide